ClC1=C(C(=O)N2COC3=C(C2)C=CC=C3C3=CC(=C(C(=O)O)C=C3F)N3C2COCC3CC2)C(=CC(=C1)N1CC(C1)N1[C@H](COCC1)C)Cl 4-[3-[2,6-dichloro-4-[3-[(3S)-3-methylmorpholin-4-yl]azetidin-1-yl]benzoyl]-2,4-dihydro-1,3-Benzoxazin-8-yl]-5-fluoro-2-(3-oxa-8-azabicyclo[3.2.1]octan-8-yl)benzoic acid